tert-butyl (R)-((4-((1-benzyl-3-methylpyrrolidin-3-yl)amino)-3-chlorophenyl)sulfonyl)(thiazol-4-yl)carbamate C(C1=CC=CC=C1)N1C[C@](CC1)(C)NC1=C(C=C(C=C1)S(=O)(=O)N(C(OC(C)(C)C)=O)C=1N=CSC1)Cl